1-N-triacontyl-2-piperidone C(CCCCCCCCCCCCCCCCCCCCCCCCCCCCC)N1C(CCCC1)=O